N-(2-(2-((6-(4-methylpiperazin-1-yl)pyridin-3-yl)amino)quinazolin-8-yl)pyridin-4-yl)ethenesulfonamide CN1CCN(CC1)C1=CC=C(C=N1)NC1=NC2=C(C=CC=C2C=N1)C1=NC=CC(=C1)NS(=O)(=O)C=C